(R)-1-(L-prolyl)-4-(2,2-difluoroethyl)-2-methylpiperazine hydrochloride Tert-butyl-(S)-2-((R)-4-(2,2-difluoroethyl)-2-methylpiperazin-1-carbonyl)pyrrolidin-1-carboxylate C(C)(C)(C)OC(=O)N1[C@@H](CCC1)C(=O)N1[C@@H](CN(CC1)CC(F)F)C.Cl.N1[C@@H](CCC1)C(=O)N1[C@@H](CN(CC1)CC(F)F)C